C(C)C(C(=O)OCCCCCCCCCCCCCCCCCCCCCCCCCCCCCCCCCC)CCCC cetylstearyl ethylhexanoate